ethyl (E)-4-(4-((4-(tert-butyl)phenyl)amino)cyclohexyl)but-2-enoate C(C)(C)(C)C1=CC=C(C=C1)NC1CCC(CC1)C/C=C/C(=O)OCC